C(CCC)\C(=C/C(=O)OCCCCCCCCN(CCCCCCCCOC(C=C(CCCCCC)CCCC)=O)CCO)\CCCCCC ((2-hydroxyethyl)azanediyl)bis(octane-8,1-diyl) (2E,2'E)-bis(3-butylnon-2-enoate)